COC1=NC(=CC(=C1)C(\C(=C\C1=CN(C2=CC=CC=C12)CO)\C)=O)OC (E)-1-(2,6-dimethoxypyridin-4-yl)-3-(1-hydroxymethyl-1H-indol-3-yl)-2-methylpropan-2-en-1-one